BrC1=NC(=CC(=C1)[C@@H]1CN(C[C@H](N1)COC)C(=O)OC(C)(C)C)Cl trans-tertbutyl 3-(2-bromo-6-chloropyridin-4-yl)-5-(methoxymethyl)piperazine-1-carboxylate